C(C)(C)(C)C1=CC=C(C=C1)NC(=O)N1CCN(CC1)CC1=C(C=C(C=C1)C(F)(F)F)N1CCC(CC1)N(C(CC)=O)C1=CC=CC=C1 N-(4-(tert-butyl)phenyl)-4-(2-(4-(N-phenylpropionamido)piperidin-1-yl)-4-(trifluoromethyl)benzyl)piperazine-1-carboxamide